C(C)(C)[Si](OC1N2CC3(COC4=CC=C(C(NS(CCCCC=CC5CCC15)(=O)=O)=O)C=C24)CCCC2=CC=CC=C23)(C(C)C)C(C)C ((TRIISOPROPYLSILYL)OXY)-3,4-DIHYDRO-2H,15'H-SPIRO[NAPHTHALENE-1,22'-[20]OXA[13]THIA[1,14]DIAZATETRACYCLO[14.7.2.03,6.019,24]PENTACOSA[7,16,18,24]TETRAEN]-15'-ONE 13',13'-DIOXIDE